BrC=1C=NC(=C(C#N)C1)NC1CCN(CC1)S(=O)(=O)C 5-bromo-2-((1-(methylsulfonyl)piperidin-4-yl)amino)nicotinonitrile